C(C=1C(O)=CC=CC1)(=O)[O-].[Hg+] Mercury salicylate